C1(=CC=CC=C1)CO BENZENEMETHANOL